BrC=1C=C(CNC)C=CC1 3-Bromo-N-methylbenzylamine